CC1=C(C(=O)NC2=C(C=CC=C2)C)C=CC(=C1)S(N[C@H](C)C1CCNCC1)(=O)=O (R)-2-methyl-4-(N-(1-(piperidin-4-yl)ethyl)sulfamoyl)-N-(o-tolyl)benzamide